1-(5-(methylamino)pyrazin-2-yl)-1H-benzo[d]imidazol-2(3H)-one CNC=1N=CC(=NC1)N1C(NC2=C1C=CC=C2)=O